(S)-t-butoxycarbonyl-3-amino-2-pyrrolidone C(C)(C)(C)OC(=O)N1C([C@H](CC1)N)=O